C(CCCCCCC)[N+](CCCCCC)(CCCCCC)CCCCCCCC dioctyldihexylammonium